OC(C1=CC=CC=C1)[P](P(C1=CC=CC=C1)C1=CC=CC=C1)=O (hydroxy(phenyl)methyl)diphenylphosphinophosphorus oxide